CC1=CC=C(C=N1)CN1CC(CC1=O)C(=O)O 1-((6-Methylpyridin-3-yl)methyl)-5-oxopyrrolidine-3-carboxylic acid